C(C)(C)(C)OC(=O)N1C(C2=CC=C(C=C2C=C1C(=O)O)C=1OCCC1)=O 6-(4,5-dihydrofuran-2-yl)-1-oxo-1H-isoquinoline-2,3-dicarboxylic acid 2-tert-butyl ester